tert-Butyl 7-chloro-9-oxo-3,4,11,11a-tetrahydro-1H-pyrazino[1',2':3,4]imidazo[1,2-c]pyrimidine-2(9H)-carboxylate ClC=1C=C2N(C(N1)=O)CC1N2CCN(C1)C(=O)OC(C)(C)C